BrC=1C=CC=2N(C1F)C=NC2C(=O)NC 6-bromo-5-fluoro-N-methylimidazo[1,5-a]pyridine-1-carboxamide